OCCCNC(OCCCC)=O butyl (3-hydroxypropyl)carbamate